N(=C=S)CCCN=C=S 1,3-diisothiocyanatopropane